SC1=CC(=CC(=C1)S)S 1,3,5-trimercaptobenzene